ClC1=C(C=C(C=C1)N1C(CC2=CC=C(C=C12)OC)C(=O)NC)C (4-chloro-3-methylphenyl)-6-methoxy-N-methyl-2,3-dihydro-1H-indole-2-carboxamide